C(C)N1C2=C(C3=CC=CC=C13)C=C(N=C2C)C=O 9-ethyl-1-methyl-9H-pyrido[3,4-b]indole-3-carbaldehyde